C[C@@H]1CN(C[C@@H](N1)C)C1=C2C(=NC=C1)N(CC2)C(=O)NC=2C(=CC=1N(C2)C=C(N1)C)F 4-((3R,5S)-3,5-dimethylpiperazin-1-yl)-N-(7-fluoro-2-methylimidazo[1,2-a]pyridin-6-yl)-2,3-dihydro-1H-pyrrolo[2,3-b]pyridine-1-carboxamide